methyl (2S)-2-[(2S)-2-[(2S)-2-[(2S)-2-[(2S)-2-[(4-tert-butylphenyl) formamido]-3-phenylpropanamido]propanamido]-4-methylpentanamido]-6-(diethylamino)hexanamido]-3-hydroxypropanoate C(C)(C)(C)C1=CC=C(C=C1)C(=O)N[C@H](C(=O)N[C@H](C(=O)N[C@H](C(=O)N[C@H](C(=O)N[C@H](C(=O)OC)CO)CCCCN(CC)CC)CC(C)C)C)CC1=CC=CC=C1